tert-Butyl (R)-3-(2-oxo-1,2-dihydro-3H-imidazo[4,5-b]pyridin-3-yl)pyrrolidine-1-carboxylate O=C1NC=2C(=NC=CC2)N1[C@H]1CN(CC1)C(=O)OC(C)(C)C